N-(5-formyl-2-pyridyl)-2,2,3,3-tetramethyl-cyclopropanecarboxamide C(=O)C=1C=CC(=NC1)NC(=O)C1C(C1(C)C)(C)C